(1-(8-fluoro-7-(8-fluoronaphthalen-1-yl)-2-((tetrahydro-1H-pyrrolizin-7a(5H)-yl)methoxy)pyrido[4,3-d]pyrimidin-4-yl)piperidin-3-yl)methanol FC1=C(N=CC2=C1N=C(N=C2N2CC(CCC2)CO)OCC21CCCN1CCC2)C2=CC=CC1=CC=CC(=C21)F